BrC=1C=C2C(=C(C(N(C2=CC1O)C)=O)C#N)N1CCC(CC1)C=1OC(=NN1)C1=C(C=CC=C1)C 6-Bromo-7-hydroxy-1-methyl-4-{4-[5-(2-methylphenyl)-1,3,4-oxadiazol-2-yl]piperidin-1-yl}-2-oxo-1,2-dihydroquinoline-3-carbonitrile